octanediamine chloride [Cl-].C(CCCCCCC)(N)N